FC=1C=CC(=C(C1)C1=C(C=CC=C1)C(C)OC)OC=1C(=NC=NC1)C1NCC12CNC2 (5-((5-fluoro-2'-(1-methoxyethyl)-[1,1'-biphenyl]-2-yl)oxy)pyrimidin-4-yl)-2,6-diazaspiro[3.3]heptane